O=C1NCC2(C3=CC(=CC=C13)NC(OC(C)(C)C)=O)CC2 tert-butyl (1'-oxo-2',3'-dihydro-1'H-spiro[cyclopropane-1,4'-isoquinolin]-6'-yl)carbamate